2-(1-naphthylmethyl)-6-(1-naphthylmethyl)phenol C1(=CC=CC2=CC=CC=C12)CC1=C(C(=CC=C1)CC1=CC=CC2=CC=CC=C12)O